(R)-4-methyl-3-oxoheptanedioic acid 7-(tert-butyl) 1-methyl ester COC(CC([C@@H](CCC(=O)OC(C)(C)C)C)=O)=O